(S)-1,2-propanediol monohydrate O.C([C@H](C)O)O